N-{2-[(5-chloro-2-{[4-(4-methylpiperazin-1-yl)phenyl]amino}pyrimidin-4-yl)amino]-6-fluorophenyl}prop-2-enamide ClC=1C(=NC(=NC1)NC1=CC=C(C=C1)N1CCN(CC1)C)NC1=C(C(=CC=C1)F)NC(C=C)=O